ICCCCCCNC(OCC[Si](C)(C)C)=O 2-(trimethylsilyl)ethyl (6-iodohexyl)carbamate